tert-butyl 2-[[7-(2-methoxy-4,6-dimethyl-phenyl)-1,8-naphthyridin-2-yl]methyl]morpholine-4-carboxylate COC1=C(C(=CC(=C1)C)C)C1=CC=C2C=CC(=NC2=N1)CC1CN(CCO1)C(=O)OC(C)(C)C